BrC1=CC=C(C=2N=CC=NC21)C(F)(F)F 5-bromo-8-(trifluoromethyl)benzopyrazine